(4-isopropylphenyl)(p-tolyl) iodide C(C)(C)C1=CC=C(C=C1)C1=C(C=CC(=C1)I)C